5-fluoro-2-methoxy-3-(pyrrolidin-2-yl)pyridine-4-d FC=1C(=C(C(=NC1)OC)C1NCCC1)[2H]